1-((6-chloropyridin-3-yl)methyl)-3-(1,2-dimethyl-1H-indol-3-yl)-4-oxo-4H-pyrido[1,2-a]pyrimidinium ClC1=CC=C(C=N1)C[N+]1=C2N(C(C(=C1)C1=C(N(C3=CC=CC=C13)C)C)=O)C=CC=C2